6-(4-(3-(4-chloro-3-fluorophenyl)-1-(cyclobutylmethyl)-1H-pyrrolo[2,3-b]pyridine-6-carbonyl)-3,3-dimethylpiperazin-1-yl)-2,4-dimethylnicotinic acid ClC1=C(C=C(C=C1)C1=CN(C2=NC(=CC=C21)C(=O)N2C(CN(CC2)C2=NC(=C(C(=O)O)C(=C2)C)C)(C)C)CC2CCC2)F